C(C1=CC=CC=C1)OC1=C(C2=C(N(C(N2C2=CC=C(C=C2)N2CCC(CC2)(C)C)=O)CC)C=C1F)F 5-(Benzyloxy)-3-(4-(4,4-dimethylpiperidin-1-yl)phenyl)-1-ethyl-4,6-difluoro-1H-benzo[d]imidazol-2(3H)-one